N1=CC=C(C=C1)CC(C)O pyridin-4-yl-propan-2-ol